OCCN1C=C(C=C1)C(C(=O)OCC)=O Ethyl 2-(1-(2-hydroxyethyl)-1H-pyrrol-3-yl)-2-oxoacetate